ethyldiethylamine styreneacrylate C(=CC1=CC=CC=C1)C=CC(=O)O.C(C)N(CC)CC